C[C@@H]1NC2=CC=C3C(=C2CC1)N=C(N3CCN3CCN(CC3)C)CCN3C(C=CC=C3)=O (7S)-7-Methyl-3-[2-(4-methylpiperazin-1-yl)ethyl]-2-[2-(2-oxo-1,2-dihydropyridin-1-yl)ethyl]-3H,6H,7H,8H,9H-imidazo[4,5-f]chinolin